7-bromo-4-{3-fluoro-4-(trifluoromethyl)phenoxy}-2-methylbenzo[d]Azole BrC1=CC=C(C=2C=C(NC21)C)OC2=CC(=C(C=C2)C(F)(F)F)F